C(C)(C)N1C(=NC(=C1)C(F)(F)F)C1=C(C=C(C#N)C=C1)C 4-(1-isopropyl-4-(trifluoromethyl)-1H-imidazol-2-yl)-3-methylbenzonitrile